2-methyl-2-(trifluoromethyl)cyclopentan-1-one CC1(C(CCC1)=O)C(F)(F)F